5-(4-(4-(dimethoxymethyl)piperidin-1-yl)-3-fluorophenyl)-6-phenyl-5,6,7,8-tetrahydronaphthalen-2-ol COC(C1CCN(CC1)C1=C(C=C(C=C1)C1C=2C=CC(=CC2CCC1C1=CC=CC=C1)O)F)OC